4-(1-piperidylcarbonyl)phenol N1(CCCCC1)C(=O)C1=CC=C(C=C1)O